(S)-3-amino-6-bromo-2,3-dihydro-1H-inden-1-one N[C@H]1CC(C2=CC(=CC=C12)Br)=O